FC(OC1=CC(=NN1)NC1=NC(=CN=C1)O[C@H]1[C@@H]([C@H]2CC[C@@H](C1)N2C)C)F N-(5-(difluoromethoxy)-1H-pyrazol-3-yl)-6-(((1R,2R,3R,5S)-2,8-dimethyl-8-azabicyclo[3.2.1]octan-3-yl)oxy)pyrazin-2-amine